C(CCCCCCCCCCCCCCC)[NH-] hexadecyl-amide